5-((3-(dimethylamino)phenyl)amino)-2-methylisoindolin-1-one CN(C=1C=C(C=CC1)NC=1C=C2CN(C(C2=CC1)=O)C)C